3-((1H-pyrrolo[2,3-b]pyridin-5-yl)oxy)-4'-((S)-2-(2-cyclopropylphenyl)pyrrolidin-1-yl)-[1,1'-biphenyl]-4-carboxamide N1C=CC=2C1=NC=C(C2)OC=2C=C(C=CC2C(=O)N)C2=CC=C(C=C2)N2[C@@H](CCC2)C2=C(C=CC=C2)C2CC2